ClC=1C=C(C=CC1)[C@H]1CN(CC12CCC2)C(=O)C2=CN=CC(N2)=O (R)-6-(8-(3-chlorophenyl)-6-azaspiro[3.4]octane-6-carbonyl)pyrazin-2(1H)-one